4-{[(2R,7aS)-2-fluoro-hexahydropyrrolizin-7a-yl]methoxy}-6-[(6R)-6-[(tert-butyldiphenylsilyl)oxy]-1,4-oxazepan-4-yl]-N-hydroxy-1,3,5-triazine-2-carboximidamide F[C@@H]1C[C@@]2(CCCN2C1)COC1=NC(=NC(=N1)N1CCOC[C@@H](C1)O[Si](C1=CC=CC=C1)(C1=CC=CC=C1)C(C)(C)C)C(NO)=N